1-(5-(aminomethyl)thiophen-2-yl)-2-((2-methylpyrido[2,3-d]pyrimidin-4-yl)thio)ethan-1-one hydrochloride Cl.NCC1=CC=C(S1)C(CSC=1C2=C(N=C(N1)C)N=CC=C2)=O